N=1C(=CN2C1C=CC=C2)CCN 2-Imidazo[1,2-a]pyridin-2-yl-ethylamine